N-(4-((5-(benzo[b]thiophen-2-yl)-1H-pyrazol-3-yl)amino)-3-methylphenyl)acetamide S1C2=C(C=C1C1=CC(=NN1)NC1=C(C=C(C=C1)NC(C)=O)C)C=CC=C2